(E)-N-(4-(3-((6,7-dimethoxy-3,4-dihydroisoquinolin-2(1H)-yl)methyl)imidazo[1,2-a]pyridin-2-yl)phenyl)-3-(3,4,5-trimethoxyphenyl)acrylamide COC=1C=C2CCN(CC2=CC1OC)CC1=C(N=C2N1C=CC=C2)C2=CC=C(C=C2)NC(\C=C\C2=CC(=C(C(=C2)OC)OC)OC)=O